BrC=1C(=NC=2N(C1)C=NC2C(=O)OC)OC methyl 3-bromo-2-methoxyimidazo[1,5-a]pyrimidine-8-carboxylate